(diphenylphosphoryl)-1-(pyridin-3-yl)ethane-1-one C1(=CC=CC=C1)P(=O)(C1=CC=CC=C1)CC(=O)C=1C=NC=CC1